2'-(2H-tetrazol-5-yl)biphenyl N=1NN=NC1C1=C(C=CC=C1)C1=CC=CC=C1